FC1=C(C(=O)O)C=C(C=C1)C=1C=C2C(=NC1)C=NN2CC=2OC(=NN2)C 2-Fluoro-5-(1-((5-methyl-1,3,4-oxadiazol-2-yl)methyl)-1H-pyrazolo[4,3-b]pyridin-6-yl)benzoic acid